{[(2S,5R)-2-carbamoyl-3-methyl-7-oxo-1,6-diazabicyclo[3.2.1]oct-3-en-6-yl]oxy}(fluoro)acetic acid lithium salt [Li+].C(N)(=O)[C@H]1N2C(N([C@H](C=C1C)C2)OC(C(=O)[O-])F)=O